C(C)(C)(C)OC(N(CCCN(C)C)CCCN(C)C)=O Tert-butyl-bis(3-(dimethylamino)propyl)carbamate